[4-[4-amino-2-(N-(2-amino-1-methyl-2-oxo-ethyl)-4-fluoro-anilino)thiazole-5-carbonyl]phenoxy]-2-methyl-propionic acid NC=1N=C(SC1C(=O)C1=CC=C(OC(C(=O)O)(C)C)C=C1)N(C1=CC=C(C=C1)F)C(C(=O)N)C